1-((2S,4R)-2-methyl-4-((4-((5,6,7,8-tetrahydroimidazo[1,2-a]pyrazin-3-yl)methyl)phenyl)amino)-3,4-dihydroquinolin-1(2H)-yl)propan-1-one C[C@@H]1N(C2=CC=CC=C2[C@@H](C1)NC1=CC=C(C=C1)CC1=CN=C2N1CCNC2)C(CC)=O